N1(CCC1)S(=O)(=O)C=1C=C(C(=NC1OC)N1C[C@H](CC1)O)C=1N(C2=CC=CC=C2C1)C(=O)OC(C)(C)C tert-butyl (S)-2-(5-(azetidin-1-ylsulfonyl)-2-(3-hydroxypyrrolidin-1-yl)-6-methoxypyridin-3-yl)-1H-indole-1-carboxylate